(4-tert-butylcyclohexyl) isopropyl fumarate C(\C=C\C(=O)OC(C)C)(=O)OC1CCC(CC1)C(C)(C)C